7-bromo-3-hydroxy-4H-pyrido[1,2-a]pyrimidin-4-one BrC=1C=CC=2N(C(C(=CN2)O)=O)C1